N[C@@H](CC(C)C)C(=O)N[C@@H](C)C(=O)O L-Leucyl-L-alanine